methyl (5-isobutyl-3-(4-((2-(3-methyloxetane-3-yl)-1H-imidazol-1-yl)methyl)phenyl)thiophen-2-yl)sulfonylcarbamate C(C(C)C)C1=CC(=C(S1)S(=O)(=O)NC(OC)=O)C1=CC=C(C=C1)CN1C(=NC=C1)C1(COC1)C